(cis-1-oxo-3-thietanyl)-benzamide O=S1CC(C1)C1=C(C(=O)N)C=CC=C1